2-Chloro-7,8-dihydro-1,6-naphthyridin ClC1=NC=2CCN=CC2C=C1